5-chloro-2-(2-methylpyrazol-3-yl)benzothiophene-3-carbonitrile ClC=1C=CC2=C(C(=C(S2)C=2N(N=CC2)C)C#N)C1